C(CCCCCCCCCCCCCCC)OC(COCCOCCOCCOCCNC(=O)C=1N=CNC1)COCCCCCCCCCCCCCCCC N-[2-[2-[2-[2-(2,3-dihexadecoxypropoxy)ethoxy]ethoxy]ethoxy]ethyl]-1H-imidazole-4-carboxamide